C12(OCC(C1)C2)CC(=O)OC Methyl (2-oxabicyclo[2.1.1]hexan-1-yl)acetate